5-bromo-2,3-dihydro-1H-inden BrC=1C=C2CCCC2=CC1